1-(6-chloro-3-nitropyridin-2-yl)4-methylpiperazine ClC1=CC=C(C(=N1)N1CCN(CC1)C)[N+](=O)[O-]